CNCCC[Si](OC)(OC)OC (3-methylaminopropyl)trimethoxysilan